(1R,3R,4R)-N-((R)-1-cyano-2-((S)-2-oxopyrrolidin-3-yl)ethyl)-2-((R)-3-cyclobutyl-2-(2,2,2-trifluoroacetamido)propanoyl)-5,5-difluoro-2-azabicyclo[2.2.2]octane-3-carboxamide C(#N)[C@@H](C[C@H]1C(NCC1)=O)NC(=O)[C@@H]1N([C@H]2CC([C@@H]1CC2)(F)F)C([C@@H](CC2CCC2)NC(C(F)(F)F)=O)=O